3-[(3-chloro-2-methoxyphenyl)amino]-7-[(2S)-1,4-dioxan-2-ylmethyl]-2-[2-(methylsulfanyl)pyrimidin-4-yl]-1H,5H,6H,7H-pyrrolo[3,2-c]Pyridin-4-one ClC=1C(=C(C=CC1)NC1=C(NC2=C1C(NCC2C[C@@H]2OCCOC2)=O)C2=NC(=NC=C2)SC)OC